C(C=C)(=O)NC=1C=C(C=CC1)NC1=NC(=NC=C1C(=O)NC(C)(C)C)NC=1C=NC(=CC1)OC 4-(3-acrylamidophenylamino)-N-tert-butyl-2-(6-methoxypyridin-3-ylamino)pyrimidine-5-carboxamide